indene-1,6-diol C1(C=CC2=CC=C(C=C12)O)O